1-N-[2-[4-(hydroxymethyl)cyclohexyl]-6-(1-hydroxy-1-methyl-ethyl)indazol-5-yl]pyrazolo[1,5-a]pyrimidine-3-carboxamide OCC1CCC(CC1)N1N=C2C=C(C(=CC2=C1)N1CC(=C2N1C=CC=N2)C(=O)N)C(C)(C)O